(S)-N2-[1-(4-fluorophenyl)ethyl]-4-(3-isopropyl-3-methoxyazetidin-1-yl)-N6-(pyrazin-2-yl)pyridine-2,6-diamine FC1=CC=C(C=C1)[C@H](C)NC1=NC(=CC(=C1)N1CC(C1)(OC)C(C)C)NC1=NC=CN=C1